BrC=1C=C(C=CC1OC)CCCC(=O)O 4-(3-bromo-4-methoxyphenyl)butanoic acid